N,N-diethyl-3-(triethoxysilyl)propan-1-amine C(C)N(CCC[Si](OCC)(OCC)OCC)CC